4-[2-(2-carbamoyl-2-methylideneethyl)-3-oxo-1H,2H,3H-benzo[e]isoindol-8-yl]-2-cyano-6-methoxyaniline C(N)(=O)C(CN1C(C=2C=CC3=C(C2C1)C=C(C=C3)C3=CC(=C(N)C(=C3)OC)C#N)=O)=C